methyl-7-(1-methyl-piperidin-4-yl)-1H-indole-3-carboxamide CN1C=C(C2=CC=CC(=C12)C1CCN(CC1)C)C(=O)N